N,N-dimethyl-2-(2-aminoethyloxy)ethanol CN(CCOCCO)C